tert-Butyl N-(1-prop-2-ynoylcyclopropyl)carbamate C(C#C)(=O)C1(CC1)NC(OC(C)(C)C)=O